CN1C(=NC=C1)C(\C=C\C1=CC=CC=C1)=O (E)-1-(1-methyl-1H-imidazole-2-yl)-3-phenylpropan-2-en-1-one